(1s,4s)-4-((5-(1-(Difluoromethyl)-1H-pyrazol-3-yl)-2-((2-((3R,4S)-3-fluoro-4-methoxypiperidin-1-yl)pyrimidin-4-yl)amino)pyridin-4-yl)amino)-1-methylcyclohexan-1-ol FC(N1N=C(C=C1)C=1C(=CC(=NC1)NC1=NC(=NC=C1)N1C[C@H]([C@H](CC1)OC)F)NC1CCC(CC1)(O)C)F